5-[1-(cyclobutylmethyl)-1H-pyrazol-4-yl]-6-imidazo[1,2-a]pyridin-7-ylpyridine-2-carbonitrile C1(CCC1)CN1N=CC(=C1)C=1C=CC(=NC1C1=CC=2N(C=C1)C=CN2)C#N